tert-butyl (S)-4-(3-amino-7-bromo-6-fluoro-1-(2-isopropyl-4-methylpyridin-3-yl)-2-carbonyl-1,2-dihydroquinolin-4-yl)-3-methylpiperazine-1-carboxylate NC=1C(N(C2=CC(=C(C=C2C1N1[C@H](CN(CC1)C(=O)OC(C)(C)C)C)F)Br)C=1C(=NC=CC1C)C(C)C)=C=O